1-(1-(2,6-dihydroxy-3'-methyl-4-pentyl-[1,1'-biphenyl]-3-yl)ethyl)-1,3,3-trimethylurea OC1=C(C(=CC(=C1C(C)N(C(=O)N(C)C)C)CCCCC)O)C1=CC(=CC=C1)C